ClC1=CC(=C(C=C1)N1C[C@@H](CC1)N(C(OC(C)(C)C)=O)C)F tert-butyl (R)-(1-(4-chloro-2-fluorophenyl)pyrrolidin-3-yl)(methyl)carbamate